1,1'-[oxybis(ethyleneoxy)]diethylene O(CCOC=C)CCOC=C